N-[(R)-2,2,2-trifluoro-1-methylethyl]-5-(3-chloro-5-cyanophenyl)-4-(1,7-diaza-7-spiro[4.4]nonyl)nicotinamide FC([C@@H](C)NC(C1=CN=CC(=C1N1CC2(CCCN2)CC1)C1=CC(=CC(=C1)C#N)Cl)=O)(F)F